Tert-butyl 4-(4-bromobenzoyl)piperidine-1-carboxylate BrC1=CC=C(C(=O)C2CCN(CC2)C(=O)OC(C)(C)C)C=C1